tricyclohexylphosphorus C1(CCCCC1)P(C1CCCCC1)C1CCCCC1